adenosine-5'-triphosphate disodium salt [Na+].[Na+].P([O-])(=O)(OP(=O)([O-])OP(=O)(O)O)OC[C@@H]1[C@H]([C@H]([C@@H](O1)N1C=NC=2C(N)=NC=NC12)O)O